C(C)[C@H]1N(C[C@@H](NC1)C)C(=O)OC(C)(C)C tert-butyl (2R,5S)-2-ethyl-5-methylpiperazine-1-carboxylate